[Cl-].C(CCCCCCCCCCCCCCCCCCCCC)[NH+](C)C docosyl-dimethyl-ammonium chloride